BrC1=CC2=C(C=C(O2)C(=O)O)C=C1OCOC 6-bromo-5-(methoxymethoxy)-1-benzofuran-2-carboxylic acid